6-[[(1R)-1-[3,6-Dimethyl-4-oxo-2-(3-pyridyl)chromen-8-yl]ethyl]amino]-2,3-difluoro-N'-hydroxy-benzamidine CC1=C(OC2=C(C=C(C=C2C1=O)C)[C@@H](C)NC1=CC=C(C(=C1C(=NO)N)F)F)C=1C=NC=CC1